dimethyl-bis-(3-methyl-1-butyn-oxy)silane C[Si](OC#CC(C)C)(OC#CC(C)C)C